4-(difluoromethyl)-2-ethyl-6-methyl-phenylacetic acid FC(C1=CC(=C(C(=C1)C)CC(=O)O)CC)F